C(C)(=O)OCC(=O)N(CC(CNC(=O)OC(C)(C)C)CO)[C@H](C(C)(C)C)C=1N(C=C(N1)C1=C(C=CC(=C1)F)F)CC1=CC=CC=C1 2-({(1R)-1-[1-Benzyl-4-(2,5-difluorophenyl)-1H-imidazol-2-yl]-2,2-dimethylpropyl}{3-[(tert-butoxycarbonyl)amino]-2-(hydroxymethyl)propyl}amino)-2-oxoethyl acetate